C[Si](C)(C)C#CC1=CC=C(N)C=C1 4-((trimethylsilyl)ethynyl)aniline